8-Bromo-4-chloro-5H-pyrrolo[3,2-b:5,4-c']dipyridine-3-carbonitrile BrC1=CC2=C(C=N1)NC=1C2=NC=C(C1Cl)C#N